6-Bromo-1H,3H-benzo[de]isochromene-1,3-dione BrC=1C=CC=2C(OC(C3=CC=CC1C23)=O)=O